NCC1=CC=C(C=C1)NC1=CC(=C(C(=C1)F)N1CCCCC1)F N-(4-(aminomethyl)phenyl)-3,5-difluoro-4-(piperidin-1-yl)aniline